CN(C1CCN(CC1)CC1=CC=C(C=C1)C=1C=CC2=C(N(C(=N2)C2=CC=C(C=C2)S(=O)(=O)C)C)C1)C N,N-dimethyl-1-(4-(1-methyl-2-(4-(methylsulfonyl)phenyl)-1H-benzo[d]imidazol-6-yl)benzyl)piperidin-4-amine